6-chloro-3-[hydroxy-(3-methoxyisoxazol-5-yl)methylene]-5-[4-(1-methylazetidin-3-yl)phenyl]indolin-2-one ClC1=C(C=C2C(C(NC2=C1)=O)=C(C1=CC(=NO1)OC)O)C1=CC=C(C=C1)C1CN(C1)C